FC(C1=NC=CC(=C1F)NC(=O)N1CC=2C(=NN3C2C(CC[C@@](C3)(O)C#C)(F)F)C[C@H]1C)F |o1:22| (3R,8R*)-N-(2-(Difluoromethyl)-3-fluoropyridin-4-yl)-8-ethynyl-11,11-difluoro-8-hydroxy-3-methyl-3,4,8,9,10,11-hexahydro-1H-pyrido[4',3':3,4]pyrazolo[1,5-a]azepine-2(7H)-carboxamide